bis(4-(((4-aminophenyl) imino) methyl) phenyl) phenylphosphonate C1(=CC=CC=C1)P(OC1=CC=C(C=C1)C=NC1=CC=C(C=C1)N)(OC1=CC=C(C=C1)C=NC1=CC=C(C=C1)N)=O